(7S)-3-[2-(4-Cyanopiperidin-1-yl)ethyl]-7-methyl-2-[2-(2-oxo-1,2-dihydropyridin-1-yl)ethyl]-3H,6H,7H,8H,9H-imidazo[4,5-f]chinolin C(#N)C1CCN(CC1)CCN1C(=NC2=C3CC[C@@H](NC3=CC=C21)C)CCN2C(C=CC=C2)=O